6-hexylbicyclo[3.2.1]octane C(CCCCC)C1C2CCCC(C1)C2